N-[(1-ethyl-4-piperidyl)methyl]pyrimidine-4-carboxamide C(C)N1CCC(CC1)CNC(=O)C1=NC=NC=C1